FC1=C(C=CC(=C1)C(F)(F)F)CN1CCC2(CN(C2)C(=O)N2CC(CC2)S(=O)(=O)N)CC1 1-[7-[[2-fluoro-4-(trifluoromethyl)phenyl]methyl]-2,7-diazaspiro[3.5]nonane-2-carbonyl]pyrrolidine-3-sulfonamide